4-(5-methoxy-6-(3-(1-methyl-1H-pyrazol-3-yl)phenyl)-2-(2-(pyridin-2-yl)ethoxy)pyrimidin-4-yl)morpholine COC=1C(=NC(=NC1C1=CC(=CC=C1)C1=NN(C=C1)C)OCCC1=NC=CC=C1)N1CCOCC1